N-sulfinyl-aniline S(=O)=NC1=CC=CC=C1